{2,4,6-trimethylphenyl}amine CC1=C(C(=CC(=C1)C)C)N